ClC1=NN=C(C2=CC=CC=C12)N[C@H]1CN(CCC1)C(C)=O (R)-1-(3-((4-chlorophthalazin-1-yl)amino)piperidine-1-yl)ethan-1-one